COC(CS(=O)(=O)C(C(=O)OC(C)(C)C)(C)C)=O tert-butyl 2-((2-methoxy-2-oxoethyl) sulfonyl)-2-methylpropionate